N-(3-chloro-5-(methylsulfonamido)phenyl)-1-(5-fluoropyridin-2-yl)-5-methyl-1H-pyrrole-3-carboxamide ClC=1C=C(C=C(C1)NS(=O)(=O)C)NC(=O)C1=CN(C(=C1)C)C1=NC=C(C=C1)F